C(C)OC(/C(=C(\C)/C1=CC=CC=C1)/F)=O (Z)-2-fluoro-3-phenylbut-2-enoic acid ethyl ester